7-methyl-5-(5-methylisoxazol-3-yl)pyrazolo[1,5-a]Pyrimidine-3-carboxylic acid ethyl ester C(C)OC(=O)C=1C=NN2C1N=C(C=C2C)C2=NOC(=C2)C